C1=CC=CC=2C3=CC=CC=C3C(C12)COC(=O)N1C(CCC1)C(=O)O {[(9H-fluoren-9-yl)methoxy]carbonyl}pyrrolidine-2-carboxylic acid